hydroxytetradecadienoylcarnitine C[N+](C)(C)CC(CC(=O)[O-])(C(=O)C=CC=CCCCCCCCCCO)O